P=NPNP triphosphazen